FC=1C=C(CNC2CC2)C=C(C1C=1C=C2C(=CN1)NN=C2C=2C=NN(C2)C)C N-(3-Fluoro-5-methyl-4-(3-(1-methyl-1H-pyrazol-4-yl)-1H-pyrazolo[3,4-c]pyridin-5-yl)benzyl)cyclopropanamine